6,10,14-trimethylpentadecane-4,5,13-trien-2-one CC(=C=CCC(C)=O)CCCC(CCC=C(C)C)C